ClC=1C(=NC(=NC1)NC1=CC=C(C=C1)S(=O)(=O)C)NC1=CC(=CC=C1)C(F)(F)F 5-chloro-N2-(p-methanesulfonylphenyl)-N4-(3-(trifluoromethyl)phenyl)pyrimidine-2,4-diamine